NC1=NC=CC2=C(C=CC=C12)C1=CC2=C(N(N=C2C=C1)C1CCC1)COC1=C(C=C(C=C1)C)CC(=O)O 2-(2-((5-(1-aminoisoquinolin-5-yl)-2-cyclobutyl-2H-indazol-3-yl)methoxy)-5-methylphenyl)acetic acid